(2,3-dihydro-1H-inden-1-yl)aniline C1(CCC2=CC=CC=C12)NC1=CC=CC=C1